4-(Penta-2,4-diyn-1-yl)morpholine tert-butyl-5-(1-methyl-1H-pyrazol-4-yl)-3,6-dihydropyridine-1(2H)-carboxylate C(C)(C)(C)OC(=O)N1CCC=C(C1)C=1C=NN(C1)C.C(C#CC#C)N1CCOCC1